FC(OC1=CC=C(C=C1)C1=CN=C2N1C=CN=C2NC2=CC(=C(C=C2)C(=O)N2CCC(CC2)N2CCN(CC2)C)C)F (4-((3-(4-(difluoromethoxy)phenyl)imidazo[1,2-a]pyrazin-8-yl)amino)-2-methylphenyl)(4-(4-methylpiperazin-1-yl)piperidin-1-yl)methanone